OC1=C(C(=O)NCC(C(C(C(CO)O)O)O)O)C=C(C=C1CN1CCCNCCN(CCC1)CC1=C(C(=CC(=C1)C)C(NCC(C(C(C(CO)O)O)O)O)=O)O)C 2-hydroxy-3-{[1-({2-hydroxy-5-methyl-3-[(2,3,4,5,6-pentahydroxyhexyl)carbamoyl]phenyl}methyl)-1,4,8-triazacycloundecan-8-yl]methyl}-5-methyl-N-(2,3,4,5,6-pentahydroxyhexyl)benzamide